5-(isoxazol-4-yl)-2-methoxy-N-(5-oxo-5,6,7,8-tetrahydro-1,6-naphthyridin-3-yl)benzenesulfonamide O1N=CC(=C1)C=1C=CC(=C(C1)S(=O)(=O)NC=1C=NC=2CCNC(C2C1)=O)OC